COC(C1CCN(CC1)C1=CC=C(C=C1)[C@@H]1C=2C=CC(=CC2CC[C@@H]1C1=CC=CC=C1)C#N)OC (5R,6S)-5-(4-(4-(dimethoxymethyl)piperidin-1-yl)phenyl)-6-phenyl-5,6,7,8-tetrahydronaphthalene-2-carbonitrile